5,11,18-trioxo-1-{[3,4,6-tri-O-acetyl-2-(acetylamino)-2-deoxy-β-D-galactopyranosyl]oxy}-14-oxa-6,10,17-triazanonacosan-29-oic acid O=C(CCCCO[C@H]1[C@@H]([C@@H](OC(C)=O)[C@@H](OC(C)=O)[C@H](O1)COC(C)=O)NC(C)=O)NCCCNC(CCOCCNC(CCCCCCCCCCC(=O)O)=O)=O